(2R,3S)-3-(3-chlorophenyl)-N-(6-(((6-cyclopropylimidazo[1,2-a]pyridin-2-yl)methyl)amino)pyrimidin-4-yl)-2-methylbutanamide ClC=1C=C(C=CC1)[C@H]([C@H](C(=O)NC1=NC=NC(=C1)NCC=1N=C2N(C=C(C=C2)C2CC2)C1)C)C